[Sn].[Ce].[Au] gold-cerium-tin